ClC=1C(=C(NC2=C(NC3=C2C(NCC3)=O)C3=C(C=NC=C3)OC[C@@H]3CN(CCO3)C(=O)OCCCC)C=CC1)CC butyl (2S)-2-[({4-[3-(3-chloro-2-ethylanilino)-4-oxo-4,5,6,7-tetrahydro-1H-pyrrolo[3,2-c]pyridin-2-yl]pyridin-3-yl}oxy)methyl]morpholine-4-carboxylate